[F-].[Ca+2].[F-].[Na+].[F-].[K+] potassium fluoride sodium fluoride calcium fluoride